NC1=C(C(=O)OC2C(CCC(C2)C)C(C)C)C=CC=C1 2-isopropyl-5-methylcyclohexyl (1R,2S,5R)-2-aminobenzoate